BrC/C=C/C(=O)NC=1C(=C2C(=NC=NC2=CC1)NC1=C(C(=CC=C1)Cl)F)Cl (E)-4-bromo-N-(5-chloro-4-((3-chloro-2-fluorophenyl)amino)quinazolin-6-yl)but-2-enamide